8-(3-bromo-5-chloro-phenyl)-9-[(4-methoxyphenyl)methyl]-8-methyl-6-oxa-9-azaspiro[4.5]dec-2-en-10-one BrC=1C=C(C=C(C1)Cl)C1(COC2(CC=CC2)C(N1CC1=CC=C(C=C1)OC)=O)C